Cl.CN[C@@H](CC1=CC=C(C=C1)O)C(=O)O Methyl-L-tyrosine hydrochloride